OC(C)CC(CCCCCCC)OCC(=O)C1=CC=CC=C1 2-hydroxy-4-undecyloxy-acetophenone